FC(CI)F 2,2-difluoroiodoethane